2-acetyl-3-((tert-butyldiphenylsilyl)oxy)pyrrolidine-1-carboxylate C(C)(=O)C1N(CCC1O[Si](C1=CC=CC=C1)(C1=CC=CC=C1)C(C)(C)C)C(=O)[O-]